C(C)(CC)OC=1C(=CC=2C(N1)=NN(C2)C21COC(C2)(C1)C)C(=O)NC=1C(N(C=CC1)C1CC1)=O 6-(sec-butoxy)-N-(1-cyclopropyl-2-oxo-1,2-dihydropyridin-3-yl)-2-(1-methyl-2-oxabicyclo[2.1.1]hexan-4-yl)-2H-pyrazolo[3,4-b]pyridine-5-carboxamide